8-(2-Fluoro-4-iodophenylamino)-2-hydroxy-2,6-naphthyridin FC1=C(C=CC(=C1)I)NC=1C=NC=C2C=CN(CC12)O